N-(4-(1-isopropoxyethyl)-5-methylthiazol-2-yl)-1-(pyridin-4-ylmethyl)-1H-pyrrole-2-carboxamide C(C)(C)OC(C)C=1N=C(SC1C)NC(=O)C=1N(C=CC1)CC1=CC=NC=C1